CC1=NNC=C1C1=C2OCCCC3=C(NC(C(S1)=C23)=O)CN2N=CC=C2 2-(3-methyl-1H-pyrazol-4-yl)-7-(pyrazol-1-ylmethyl)-12-oxa-3-thia-6-azatricyclo[6.4.1.04,13]trideca-1,4(13),7-trien-5-one